(R)-N-((R)-1-(2-fluoro-4-(pentafluoro-λ6-sulfanyl)phenyl)ethyl)-2-methylpropane-2-sulfinamide FC1=C(C=CC(=C1)S(F)(F)(F)(F)F)[C@@H](C)N[S@](=O)C(C)(C)C